tert-butyl (S)-(4-(3-(dimethylamino)pyrrolidine-1-carboxamido)benzyl)carbamate CN([C@@H]1CN(CC1)C(=O)NC1=CC=C(CNC(OC(C)(C)C)=O)C=C1)C